C(C)(C)(C)OC[C@@H](C(=O)OC)N1CCNCCN(CCN(CC1)[C@H](C(OC)=O)COC(C)(C)C)[C@H](C(OC)=O)COC(C)(C)C 4,7,10-tris[(2S)-3-tert-butoxy-1-methoxy-1-oxopropan-2-yl]-1,4,7,10-tetraazacyclododecan